N-(4-fluoro-2-methylphenyl)-4-methylpiperidin-4-carboximidamide FC1=CC(=C(C=C1)NC(=N)C1(CCNCC1)C)C